COC1=C(C=CC(=C1)OC)C1=NC(=C2NC=NC2=N1)NCC1=CC=C(C=C1)C=1N(C=C(N1)C(F)(F)F)C 2-(2,4-dimethoxyphenyl)-N-(4-(1-methyl-4-(trifluoromethyl)-1H-imidazol-2-yl)benzyl)-7H-purin-6-amine